C(C1=CC=CC=C1)OC(=O)N1C=C(C(=C1)CC)C(=O)O 1-benzyloxycarbonyl-4-ethylpyrrole-3-carboxylic acid